S1N=CC(=C1)CNC(O[C@H]1[C@H](NC[C@@H]1O)CC1=CC=C(C=C1)C1=CN=CO1)=O (2R,3S,4S)-4-hydroxy-2-(4-(oxazol-5-yl)benzyl)pyrrolidin-3-yl (isothiazol-4-ylmethyl)carbamate